(4-chloro-2-fluoro-6-hydroxyphenyl)boronic acid ClC1=CC(=C(C(=C1)O)B(O)O)F